(S)-2-((4-(6-((2-Cyclopropylpyrazolo[1,5-a]pyridin-4-yl)methoxy)pyridin-2-yl)piperidin-1-yl)methyl)-1-((oxetan-2-yl)methyl)-1H-benzo[d]imidazole-6-carboxylate C1(CC1)C1=NN2C(C(=CC=C2)COC2=CC=CC(=N2)C2CCN(CC2)CC2=NC3=C(N2C[C@H]2OCC2)C=C(C=C3)C(=O)[O-])=C1